N-(2-methoxy-4-(1-methyl-1H-pyrazol-4-yl)phenyl)-8-(6-oxa-2-azaspiro[3.4]octan-2-yl)pyrido[3,4-d]pyrimidin-2-amine COC1=C(C=CC(=C1)C=1C=NN(C1)C)NC=1N=CC2=C(N1)C(=NC=C2)N2CC1(C2)COCC1